OCCN1CC2=C(CC1)SC(=N2)C=2C(=C(C=CC2)C2=C(C(=CC=C2)OCCCN2CCC(CC2)O)C)C 1-(3-((3'-(5-(2-hydroxyethyl)-4,5,6,7-tetrahydrothiazolo[4,5-c]pyridin-2-yl)-2,2'-dimethyl-[1,1'-biphenyl]-3-yl)oxy)propyl)piperidin-4-ol